2-[3H-imidazol-4-yl]ethanamine N1=CNC(=C1)CCN